NC1CCN(CC1)S(=O)(=O)C1=CC=C(C=C1)Br (3s,4r)-4-amino-1-((4-bromophenyl)sulfonyl)piperidine